N1(CCC1)C1=CN(C=2N=CN=C(C21)N2C[C@H](N(C[C@@H]2C)C(=O)OC(C)(C)C)C)C2=CC(=CC=C2)Cl tert-butyl (2R,5S)-4-(5-(azetidin-1-yl)-7-(3-chlorophenyl)-7H-pyrrolo[2,3-d]pyrimidin-4-yl)-2,5-dimethylpiperazine-1-carboxylate